3-(4-chlorostyryl)-N-(2-(2-cyano-2-ethyl-4,4-difluoropyrrolidin-1-yl)-2-oxoethyl)isonicotinamide ClC1=CC=C(C=CC2=C(C(=O)NCC(=O)N3C(CC(C3)(F)F)(CC)C#N)C=CN=C2)C=C1